CC1=CC=CC(=N1)NC1CN(CC1)C(=O)OC(C)(C)C Tert-butyl 3-((6-methylpyridin-2-yl)amino)pyrrolidine-1-carboxylate